C(CCC)C(COC(CCCCO[C@@H]1[C@@H](CN(C1)CCCO)OCCCCC(=O)OCC(CCCCCC)CCCC)=O)CCCCCC bis(2-butyloctyl)5,5'-(((3R,4S)-1-(3-hydroxypropyl)pyrrolidine-3,4-diyl)bis(oxy))dipentanoate